4-fluoro-N-(2-((2S,3S)-2-methylpiperidin-3-yl)thieno-[2,3-b]pyridin-4-yl)benzo[d]thiazol-5-amine FC1=C(C=CC2=C1N=CS2)NC2=C1C(=NC=C2)SC(=C1)[C@@H]1[C@@H](NCCC1)C